C(C1=CC=CC=C1)N1CCN(C2=CC=CC=C12)C(=O)N1CC(CC1)NC (4-benzyl-3,4-dihydroquinoxalin-1(2H)-yl)(3-(methylamino)pyrrolidin-1-yl)methanone